(8-bromo-5-(2-chloro-5-fluorophenyl)-2-carbonyl-3-tosyl-2,3,4,5-tetrahydro-1H-benzo[d]azepin-6-yl)-3-fluoro-5-(trifluoromethyl)benzamide BrC=1C=C(C2=C(CC(N(CC2C2=C(C=CC(=C2)F)Cl)S(=O)(=O)C2=CC=C(C)C=C2)=C=O)C1)C1=C(C(=O)N)C=C(C=C1F)C(F)(F)F